FC1=C2CN(C(C2=CC=C1C1CCNCC1)=O)C1C(NC(CC1)=O)=O 3-(4-fluoro-1-oxo-5-(piperidin-4-yl)isoindolin-2-yl)piperidine-2,6-dione